C12(C(CCCC1)(C2)C(=O)O)C(=O)O methano-cyclohexane-1,2-dicarboxylic acid